ethyl 5-(((benzyloxy)carbonyl)amino)-3-((1S,3R)-3-((isopropylcarbamoyl)oxy)cyclopentyl)-1H-pyrazole-1-carboxylate C(C1=CC=CC=C1)OC(=O)NC1=CC(=NN1C(=O)OCC)[C@@H]1C[C@@H](CC1)OC(NC(C)C)=O